CC1(OB(OC1(C)C)C=1C=CC(=NC1)OC1CC(C1)OC1CCN(CC1)C(=O)OC(C)(C)C)C Tert-butyl 4-[3-[[5-(4,4,5,5-tetramethyl-1,3,2-dioxaborolan-2-yl)-2-pyridyl]oxy]cyclobutoxy]piperidine-1-carboxylate